P-(4-(5-(chlorodifluoromethyl)-1,2,4-oxadiazol-3-yl)-2-fluorobenzyl)-N-(2,4-dichlorophenyl)-P-methylphosphinic amide ClC(C1=NC(=NO1)C1=CC(=C(CP(NC2=C(C=C(C=C2)Cl)Cl)(=O)C)C=C1)F)(F)F